C(C)NC(=O)OCC1=C(N2C([C@@H]([C@H]2[C@H]1C)[C@@H](C)O)=O)C(=O)OCC1=CC=C(C=C1)[N+](=O)[O-] 4-Nitrobenzyl (4S,5R,6S)-3-(((ethylcarbamoyl) oxy) methyl)-6-((R)-1-hydroxyethyl)-4-methyl-7-oxo-1-azabicyclo[3.2.0]hept-2-ene-2-carboxylate